1-(5-(3-(4-(2,3-dichlorophenyl)piperazin-1-yl)-1-hydroxypropyl)indolin-1-yl)propan-1-one ClC1=C(C=CC=C1Cl)N1CCN(CC1)CCC(O)C=1C=C2CCN(C2=CC1)C(CC)=O